COCCOCC1=CC=C(C=C1)C1=CC=C(C=C1)C1(CC1)NC(=O)N[C@]1(CN2CCC1CC2)C (R)-1-(1-(4'-((2-methoxyethoxy)methyl)-[1,1'-biphenyl]-4-yl)cyclopropyl)-3-(3-methylquinuclidin-3-yl)urea